BrC1=CC=C(C=C1)[C@H](CC1=NOC(=N1)CN1N=CC=C(C1=O)Cl)O (S)-2-((3-(2-(4-bromophenyl)-2-hydroxyethyl)-1,2,4-oxadiazol-5-yl)methyl)-4-chloropyridazin-3(2H)-one